alpha-propylene glycol CC(CO)O